[2-(2,3-Dihydro-[1,4]oxazino[2,3,4-hi]indol-6-yl)ethyl]dimethylamine O1CCN2C=C(C3=CC=CC1=C23)CCN(C)C